((1R*,2S*)-2-fluorocyclobutyl)-1H-1,2,3-triazol F[C@@H]1[C@@H](CC1)N1N=NC=C1 |o1:1,2|